S1C(=NC2=C1C=CC=C2)NC(=O)C=2C=CC=C1CCN(CC21)C2=CC=C(C(=N2)C(=O)OC(C)(C)C)C2=C(C(=CC=C2)OC2=CC=C(C=C2)CC(=O)OC)C tert-butyl 6-(8-(benzo[d]thiazol-2-ylcarbamoyl)-3,4-dihydroisoquinolin-2(1H)-yl)-3-(3-(4-(2-methoxy-2-oxoethyl)phenoxy)-2-methylphenyl)picolinate